4-bromo-3-methyl-thieno[2,3-C]pyridine-2-carboxylic acid methyl ester COC(=O)C1=C(C=2C(=CN=CC2Br)S1)C